CC1=C(C=C(C=C1)NC1CN(C1)C(=O)OC(C)(C)C)C(NC1(CC1)C1=CC(=CC=C1)C=1SC(=CC1)CN1CCCC1)=O tert-butyl 3-((4-methyl-3-((1-(3-(5-(pyrrolidin-1-ylmethyl)thiophen-2-yl) phenyl) cyclopropyl)carbamoyl)phenyl)amino)azetidine-1-carboxylate